{4-[4-amino-2-butyl-1-(3,4,5,6-tetrahydro-2H-pyran-4-ylmethyl)thieno[3,2-b]imidazo[4,5-d]pyridin-7-yl]hexahydropyridin-1-yl}[4-(azidomethyl)cyclohexyl]methanone NC1=C2C(=C3C(=N1)C=C(S3)C3CCN(CC3)C(=O)C3CCC(CC3)CN=[N+]=[N-])N(C(=N2)CCCC)CC2CCOCC2